BrC1=CC=C(C=C1)C=1N=NC=C(C1)C1=CC2=CC=CC=C2C=C1 3-(4-bromophenyl)-5-(naphthalen-2-yl)pyridazine